ClC=1C(=NC(=NC1)N1C[C@@H](C([C@@H](C1)C)(F)F)CCN1C(C2=CC=CC=C2C1=O)=O)NC1=CC2=C(N(C(N2CCC(C)(C)O)=O)C)C=C1 2-[2-[(3S,5R)-1-[5-chloro-4-[[3-(3-hydroxy-3-methyl-butyl)-1-methyl-2-oxo-benzimidazol-5-yl]amino]pyrimidin-2-yl]-4,4-difluoro-5-methyl-3-piperidyl]ethyl]isoindoline-1,3-dione